butyl N-[2-[benzyloxycarbonyl-[2-(4-fluoro-2-formyl-phenyl)ethyl]amino]ethyl]-N-methyl-carbamate C(C1=CC=CC=C1)OC(=O)N(CCN(C(OCCCC)=O)C)CCC1=C(C=C(C=C1)F)C=O